N,N'-1,6-hexanediylbis{N-(2,2,6,6-tetramethyl-4-piperidinyl)-formamide} C(CCCCCN(C=O)C1CC(NC(C1)(C)C)(C)C)N(C=O)C1CC(NC(C1)(C)C)(C)C